FC=1C=C2C(N(C(=NC2=CC1F)C)C1=CC=C(C=C1)NC(CC1=CC(=C(C(=C1)OC)OC)OC)=O)=O N-(4-(6,7-difluoro-2-methyl-4-oxoquinazolin-3(4H)-yl)phenyl)-2-(3,4,5-trimethoxyphenyl)acetamide